6-ethyl-2-{[5-methyl-2-(oxolan-3-yl)phenyl]amino}-5H-pyrrolo[3,4-b]pyridin-7-one C(C)N1C(C2=NC(=CC=C2C1)NC1=C(C=CC(=C1)C)C1COCC1)=O